((1H-imidazol-4-yl)methyl)-1-phenylmethanamine N1C=NC(=C1)CC(N)C1=CC=CC=C1